(R)-1-((2S,3S,5R)-5-(5-fluoro-2,4-dioxo-3,4-dihydropyrimidin-1(2H)-yl)-3-hydroxytetrahydrofuran-2-yl)prop-2-yn-1-yl dihydrogen phosphate P(=O)(O[C@H](C#C)[C@H]1O[C@H](C[C@@H]1O)N1C(NC(C(=C1)F)=O)=O)(O)O